tert-butyl (trans-3-((S)-1-(4-fluorophenyl)-1,2,3,4-tetrahydroisoquinoline-2-carboxamido)cyclobutyl)(methyl)carbamate FC1=CC=C(C=C1)[C@@H]1N(CCC2=CC=CC=C12)C(=O)N[C@@H]1C[C@H](C1)N(C(OC(C)(C)C)=O)C